ClC1=C2C(=NC=C1)NC(=C2C=2C=CC(=C(C2)NC(C=C)=O)C)C2=CC(=C(C=C2)Cl)C(=O)N2CCOCC2 N-(5-(4-chloro-2-(4-chloro-3-(morpholine-4-carbonyl)phenyl)-1H-pyrrolo[2,3-b]pyridin-3-yl)-2-methylphenyl)acrylamide